C1(CCCCC1)C(C(=O)O)C1CCCCC1 2,2-dicyclohexylacetic acid